2-propoxy-4-vinylcyclohexan-1-ol C(CC)OC1C(CCC(C1)C=C)O